methyl 5-(5-(2-methyl-5-(2-(trifluoromethyl)isonicotinamido)phenyl)-3-morpholinopyridin-2-yl)pent-4-ynoate CC1=C(C=C(C=C1)NC(C1=CC(=NC=C1)C(F)(F)F)=O)C=1C=C(C(=NC1)C#CCCC(=O)OC)N1CCOCC1